C(C1=CC=CC=C1)N1C(=CC(=C1)C1=C(C=CC(=C1)F)F)[C@@H](C(C)(C)C)N(CC[C@@H](C(=O)NC)NC([C@@H](NC(CC1=CC=NC=C1)=O)CC(=O)N)=O)C(CO)=O N1-[(2S)-4-[{(1R)-1-[1-Benzyl-4-(2,5-difluorophenyl)-1H-pyrrol-2-yl]-2,2-dimethylpropyl}(glycoloyl)amino]-1-(methylamino)-1-oxobutan-2-yl]-N2-(pyridin-4-ylacetyl)-L-aspartamide